C(=CC)[C@H]1C([C@@H]1C(=O)OCC1=C(C(=C(C(=C1Cl)F)C)F)Cl)(C)C 2,6-dichloro-3,5-difluoro-4-methylbenzyl (1R)-trans-3-(1-propenyl)-2,2-dimethylcyclopropanecarboxylate